(2-bromoethoxy)-1,3-dimethylbenzene BrCCOC1=C(C=CC=C1C)C